FC(C=1C=C(C=CC1)C1=NC(=NO1)C1=CC=C(CN2CCN(CC2)C(=O)C2=CC=C(C#N)C=C2)C=C1)(F)F 4-{[4-(4-{5-[3-(trifluoromethyl)phenyl]-1,2,4-oxadiazol-3-yl}benzyl)piperazino]carbonyl}benzonitrile